2,4,6-triisopropylbenzenesulfonyloxyacrylic acid octyl ester C(CCCCCCC)OC(C(=C)OS(=O)(=O)C1=C(C=C(C=C1C(C)C)C(C)C)C(C)C)=O